ClC1=C(C2=C(C=[N+]1[O-])C=NN2C2CC2)F 6-chloro-1-cyclopropyl-7-fluoro-1H-pyrazolo[4,3-c]pyridine 5-oxide